C(C=C)(=O)N1CC(CCC1)C1=CC(=C2C(=NC=NN21)N)C(=O)NC2=C(C(=C(C=C2)CC(=O)N(C)C)C)C 7-(1-acryloylpiperidin-3-yl)-4-amino-N-(4-(2-(dimethylamino)-2-oxoethyl)-2,3-dimethylphenyl)pyrrolo[2,1-f][1,2,4]triazine-5-carboxamide